FC(C(=O)O)(F)F.COC=1C=C(C=CC1C=1CCNCC1)NC(=O)C=1SC=C(C1)C=1CCNCC1 4-(1,2,3,6-tetrahydro-pyridin-4-yl)-thiophene-2-carboxylic acid [3-methoxy-4-(1,2,3,6-tetrahydro-pyridin-4-yl)-phenyl]-amide trifluoroacetate